N-(5'-Methoxy-[3,3'-bipyridin]-5-yl)-N-((1-(6-methoxypyridin-3-yl)piperidin-4-yl)methyl)cyclohexanecarboxamide COC=1C=C(C=NC1)C=1C=NC=C(C1)N(C(=O)C1CCCCC1)CC1CCN(CC1)C=1C=NC(=CC1)OC